C=1(C(=CC=C2C=CC=CC12)S(=O)(=O)[O-])S(=O)(=O)[O-].[Na+].[Na+] disodium naphthalenedisulfonate salt